1-(4-Bromo-2-fluorophenyl)-2,3-difluoro-4-(trifluoromethyl)benzene BrC1=CC(=C(C=C1)C1=C(C(=C(C=C1)C(F)(F)F)F)F)F